ClC=1C=C(CN2C[C@@H](CC2)CNC(OC(C)(C)C)=O)C=CC1OCC tert-butyl (S)-((1-(3-chloro-4-ethoxybenzyl)pyrrolidin-3-yl)methyl)carbamate